(bromomethyl)-1-(4-fluorophenyl)-3-phenyl-1H-pyrazole BrCC=1C(=NN(C1)C1=CC=C(C=C1)F)C1=CC=CC=C1